6-mercapto-1-hexyltrimethoxysilane tert-butyl-(1-(4-(2,6-dioxopiperidin-3-yl)phenyl)piperidin-4-yl)carbamate C(C)(C)(C)N(C(O)=O)C1CCN(CC1)C1=CC=C(C=C1)C1C(NC(CC1)=O)=O.SCCCCCC[Si](OC)(OC)OC